FC(C1=CC=C(C=N1)CNC=1OC2=C(N1)C=CC=C2)(F)F 2-(((6-(trifluoromethyl)pyridin-3-yl)methyl)amino)benzo[d]oxazol